tert-butyl (R)-2-ethyl-2,3-dihydro-[1,4]oxazepino[7,6-g]isoquinoline-4(5H)-carboxylate C(C)[C@H]1OC2=CC=3C=CN=CC3C=C2CN(C1)C(=O)OC(C)(C)C